Phosphocysteine P(=O)(O)(O)N[C@@H](CS)C(=O)O